Cl.C1(CCCC1)N1C2C3=CC=CC=C3C1CC2 11-Cyclopentyl-11-azatricyclo[6.2.1.02,7]undeca-2,4,6-triene hydrochloride